FC1=CC=C(C=C1)N1N=C(C=2C1=NC=C(C2)NC(C=C)=O)C N-(1-(4-fluorophenyl)-3-methyl-1H-pyrazolo[3,4-b]pyridin-5-yl)acrylamide